OC1=C(C=CC(=C1)C(F)(F)F)C1=NN=C(C2=CC=CC=C12)N[C@H]1CN(CCC1)CC(=O)OCC ethyl [(3R)-3-({4-[2-hydroxy-4-(trifluoromethyl)phenyl]phthalazin-1-yl}amino)piperidin-1-yl]acetate